FC(C1=NC=CC(=C1)N1C[C@@H](CC1)C(=O)O)(F)F 1-(2-Trifluoromethyl-pyridin-4-yl)-pyrrolidine-3(R)-carboxylic acid